C(C)OC(=O)C=1C=NN2C1NC(=CC2=O)C2=CC=C(C=C2)N(C)CC2CC2 5-(4-((cyclopropylmethyl)(methyl)amino)phenyl)-7-oxo-4,7-dihydroPyrazolo[1,5-a]Pyrimidine-3-carboxylic acid ethyl ester